5-methyl-5-(2-(2-methylpyridin-4-yl)ethyl)furan-2(5H)-one CC1(C=CC(O1)=O)CCC1=CC(=NC=C1)C